(R)-ethyl 1-(2-((tert-butoxycarbonyl)amino)-3,3-dimethylbutyl)-3-(3-methoxypropoxy)-1H-pyrazole-5-carboxylate C(C)(C)(C)OC(=O)N[C@@H](CN1N=C(C=C1C(=O)OCC)OCCCOC)C(C)(C)C